(R)-tert-Butyl 4-(6-(5-Bromo-1-methyl-2-oxo-1,2-dihydropyridin-3-ylamino)pyridin-3-yl)-3-methylpiperazine-1-carboxylate BrC=1C=C(C(N(C1)C)=O)NC1=CC=C(C=N1)N1[C@@H](CN(CC1)C(=O)OC(C)(C)C)C